ClC1=C(C=CC(=C1)OC1=CC=NC2=CC(=C(C=C12)OC)OC)NC(=O)NC1=NOC(=C1)C 1-{2-chloro-4-[(6,7-dimethoxy-4-quinolinyl)oxy]phenyl}-3-(5-methyl-1,2-oxazol-3-yl)urea